3-{(7-Chloro-5-methylbenzofuran-2-yl)methyl}-5-methyl-7-propyl-3H-pyrazolo[4,3-d][1,2,3]triazin-4(5H)-one ClC1=CC(=CC=2C=C(OC21)CN2N=NC1=C(C2=O)N(N=C1CCC)C)C